C(CCC)NNC(=O)C1=CC=C(C=C1)C1=CC(=CC=C1F)C(=O)OCC ethyl 4'-(2-butylhydrazinecarbonyl)-6-fluorobiphenyl-3-carboxylate